BrC=1C=C(C=CC1)CS(=O)(=O)Cl (3-bromophenyl)methanesulfonyl chloride